FC1=CC(=C(C=C1)NC1=C(C(=O)NC=2C(=NN(C2)C(=O)OC(C)(C)C)C)C=C(C=C1)C(F)(F)F)C tert-butyl 4-(2-((4-fluoro-2-methylphenyl)amino)-5-(trifluoromethyl)benzamido)-3-methyl-1H-pyrazole-1-carboxylate